dihydroanthrazin-5,9,14,18-tetron C1CC=CC=2C(C=3C4=NC5=CC=C6C(C7=CC=CC=C7C(C6=C5N=C4C=CC3C(C12)=O)=O)=O)=O